S1N=CC(=C1)C(=O)OC1CN(C1)C=1N=C(C2=C(N1)CC[S+]2[O-])NC2CC1(C2)COC1 [1-[4-(6-oxaspiro[3.3]-heptan-2-ylamino)-5-oxido-6,7-dihydrothieno-[3,2-d]pyrimidin-5-ium-2-yl]azetidin-3-yl] isothiazole-4-carboxylate